BrC=1C=C2C(C(N(C2=CC1C(=O)OCC)C)=O)(C(=O)OC)C O6-ethyl O3-methyl 5-bromo-1,3-dimethyl-2-oxo-indoline-3,6-dicarboxylate